COC=1N=C2C(=CC=NC2=CC1OC)OC1=C(C=C(C=C1)NC(=O)C1=NNC(=C(C1=O)C1=C(C=C(C=C1)F)C)C)F N-[4-[(6,7-Dimethoxy-1,5-naphthyridin-4-yl)oxy]-3-fluorophenyl]-5-(4-fluoro-2-methylphenyl)-6-methyl-4-oxo-1H-pyridazine-3-carboxamide